[2,2-difluoro-1-(hydroxymethyl)cyclopropyl]methanol FC1(C(C1)(CO)CO)F